(S)-N-((S)-1-(4-bromopyridin-3-yl)pent-4-en-1-yl)-2-methylpropan-2-sulfinamide BrC1=C(C=NC=C1)[C@H](CCC=C)N[S@@](=O)C(C)(C)C